CSC=1OC(=CN1)C(C)N 1-(2-methylthiooxazol-5-yl)ethylamine